N-[4-[1-[2-(4-chlorophenyl)ethyl]azetidin-3-yl]oxy-6-(2,6-dimethylphenyl)pyrimidin-2-yl]-1-methyl-pyrazole-4-sulfonamide ClC1=CC=C(C=C1)CCN1CC(C1)OC1=NC(=NC(=C1)C1=C(C=CC=C1C)C)NS(=O)(=O)C=1C=NN(C1)C